C1(=CC=CC=C1)P.[Al] aluminum phenylphosphine